NC1=CC=C(C(=C1C(=O)N(C)C)F)C=1C(=C2C(=NC1)NC[C@@]21C[C@@H](CC1)N1N=CC(=C1)CC)Cl 6-Amino-3-((1S,3R)-4'-chloro-3-(4-ethyl-1H-pyrazol-1-yl)-1',2'-dihydrospiro[cyclopentane-1,3'-pyrrolo[2,3-b]pyridin]-5'-yl)-2-fluoro-N,N-dimethylbenzamide